C1[C@H]([C@@H]([C@H](C1=O)CCCCCCC(=O)[O-])/C=C/[C@H](CCCCCO)O)O The molecule is a prostaglandin carboxylic acid anion that is the conjugate base of 20-hydroxyprostaglandin E1, obtained by deprotonation of the carboxy group; major species at pH 7.3. It derives from a prostaglandin E1(1-). It is a conjugate base of a 20-hydroxyprostaglandin E1.